OC(=CC(C)=O)C=C 4-hydroxyhexa-3,5-dien-2-one